FC(CP(OCCCC)(OC)=O)(F)F n-butyl methyl (2,2,2-trifluoroethyl)phosphonate